FC1=CC=C(CN(C2=NC=CC(=C2)N=C=O)CC2=CC=C(C=C2)OCC(C)C)C=C1 N-(4-fluorobenzyl)-N-(4-isobutoxybenzyl)-4-isocyanatopyridin-2-amine